(1S,3R)-3-VINYLCYCLOHEXANE-1-SULFONAMIDE C(=C)[C@H]1C[C@H](CCC1)S(=O)(=O)N